3-(naphthalen-1-yl)-N-(3-(phenanthren-9-yl)phenyl)aniline C1(=CC=CC2=CC=CC=C12)C=1C=C(NC2=CC(=CC=C2)C=2C3=CC=CC=C3C=3C=CC=CC3C2)C=CC1